OCC1=CC=C(CCC2CCN(CC2)C(=O)OC(C)(C)C)C=C1 tert-butyl 4-(4-(hydroxymethyl)phenethyl)piperidine-1-carboxylate